C(#N)C1=NC2=CC(=CC(=C2N=C1N1CCN(CC1)C1=CC(=CC=C1)C#N)[C@@H](C)NC1=C(C(=O)O)C=CC=C1)C (R)-2-((1-(2-cyano-3-(4-(3-cyanophenyl)piperazin-1-yl)-7-methylquinoxalin-5-yl)ethyl)amino)benzoic acid